ClC=1C=C(OC2=CC=C(C=C2)NC(OCC=2C(=C3C(N(CC3=CC2)C2C(NC(CC2)=O)=O)=O)OC)=O)C=CC1F [2-(2,6-dioxopiperidin-3-yl)-4-methoxy-3-oxo-2,3-dihydro-1H-isoindol-5-yl]methyl N-[4-(3-chloro-4-fluorophenoxy)phenyl]carbamate